1-(4-bromophenyl)cyclohexane-1,4-diamine BrC1=CC=C(C=C1)C1(CCC(CC1)N)N